C(CCC)C1N(CCC1N)C=1N=NC(=CC1)I butyl-1-(6-iodopyridazin-3-yl)pyrrolidin-3-amine